FC=1C=C2C=C(C=NC2=CC1F)NC1=NC(=NC=C1)NC=1C=NC(=C(C1)OC)N1CCOCC1 4-(6,7-difluoro-3-quinolylamino)-2-(5-methoxy-6-morpholino-3-pyridylamino)pyrimidine